Cl.NC[C@H](CC(=O)OC)F methyl (S)-4-amino-3-fluorobutyrate HCl salt